N=S(=O)(C1=CC=C(C=C1)CC=1C(=NC=2N(C1N1N=CC=C1)N=CN2)C)C imino(methyl)(4-((5-methyl-7-(1H-pyrazol-1-yl)-[1,2,4]triazolo[1,5-a]pyrimidin-6-yl)methyl)phenyl)-λ6-sulfanone